C(C)N(CC)[Sn+3] (diethylamino)tin (IV)